FC(C1=CC=C(C=C1)C1=CN=C(C2=NC=CN=C21)N[C@H]2CC(NC2)=O)(F)F (S)-4-((8-(4-(trifluoromethyl)phenyl)pyrido[3,4-b]pyrazin-5-yl)amino)pyrrolidin-2-one